C(CCC)C(C(=O)OCCCCCCCCN(CCCCCCCC(=O)OCCCCCCCCC)CCO)CCCCCCF 8-{(2-hydroxyethyl)[7-(nonyloxycarbonyl)heptyl]amino}octyl 2-butyl-8-fluorooctanoate